[C@@H]12CN(C[C@@H](N1)C2)C2=NC(=NC1=C(C(=C(C=C21)Cl)C2=CC=C(C1=C2N=C(S1)N)F)F)OC[C@H]1N(C[C@@H](C1)F)C 4-(4-((1R,5S)-3,6-diazabicyclo[3.1.1]heptan-3-yl)-6-chloro-8-fluoro-2-(((2S,4R)-4-fluoro-1-methylpyrrolidin-2-yl)methoxy)quinazolin-7-yl)-7-fluorobenzo[d]thiazol-2-amine